2-fluoro-N-(5-fluoro-2-methyl-3-(6-(4-(piperidin-4-yl)phenyl)-7H-pyrrolo[2,3-d]Pyrimidin-4-yl)phenyl)-4-(2-hydroxypropan-2-yl)benzamide FC1=C(C(=O)NC2=C(C(=CC(=C2)F)C=2C3=C(N=CN2)NC(=C3)C3=CC=C(C=C3)C3CCNCC3)C)C=CC(=C1)C(C)(C)O